C1NCC[C@]12CNCCC2 (S)-2,7-Diaza-spiro[4.5]decan